BrN1C=C(C2=CC=CC=C12)CC=1NC2=CC=CC=C2C1C bromo-3-((3-methyl-1H-indol-2-yl)methyl)-1H-indole